[4-(3-chlorophenyl)-2-formyl-phenyl] trifluoromethanesulfonate FC(S(=O)(=O)OC1=C(C=C(C=C1)C1=CC(=CC=C1)Cl)C=O)(F)F